N-(2-(5-(propylsulfonyl)-1H-indol-3-yl)ethyl)acetamide C(CC)S(=O)(=O)C=1C=C2C(=CNC2=CC1)CCNC(C)=O